O=C1NC(CCC1NC(=O)C1=CN=CN1C)=O N-(2,6-dioxopiperidin-3-yl)-1-methyl-1H-imidazole-5-carboxamide